N-(4'-chloro-5-fluorobiphenyl-2-yl)-1,3-dimethyl-1H-pyrazole-4-carboxamide ClC1=CC=C(C=C1)C1=C(C=CC(=C1)F)NC(=O)C=1C(=NN(C1)C)C